C(C)(=O)N1C2(CC2)CN(C(C1)C1=CC(=CC(=C1)Cl)C1=NC=C(C=N1)N)C(C=C)=O 1-(4-acetyl-6-(3-(5-aminopyrimidin-2-yl)-5-chlorophenyl)-4,7-diazaspiro[2.5]octan-7-yl)prop-2-en-1-one